5-bromo-N4-(3-cyclopropyl-1H-pyrazol-5-yl)-N2-[(1S)-1-phenylpropyl]pyrimidine-2,4-diamine BrC=1C(=NC(=NC1)N[C@@H](CC)C1=CC=CC=C1)NC1=CC(=NN1)C1CC1